5-bromo-2-(3,4-difluoro-2-methoxy-phenoxy)-N-[3-(methylsulfonyl)phenyl]Pyridine-3-carboxamide BrC=1C=C(C(=NC1)OC1=C(C(=C(C=C1)F)F)OC)C(=O)NC1=CC(=CC=C1)S(=O)(=O)C